FC1=C(C(=C(C=C1C1=NN(C2=NC(=NC=C21)N2C[C@@H](N(CC2)S(=O)(=O)C)C2=CC=CC=C2)C)C(F)(F)F)F)O (S)-2,6-Difluoro-3-(1-methyl-6-(4-(methylsulfonyl)-3-phenylpiperazin-1-yl)-1H-pyrazolo[3,4-d]pyrimidin-3-yl)-5-(trifluoromethyl)phenol